C(N)(=O)C=1C=C(C=CC1F)NC(=O)[C@@H]1O[C@]([C@H]([C@H]1C1=C(C(=C(C=C1)F)F)OC)C)(C(F)(F)F)C (2R,3S,4S,5R)-N-(3-carbamoyl-4-fluorophenyl)-3-(3,4-difluoro-2-methoxyphenyl)-4,5-dimethyl-5-(trifluoromethyl)tetrahydrofuran-2-carboxamide